C(#N)C(C(=O)NCCNC)=CC(C)(C)C 2-cyano-4,4-dimethyl-N-[2-(methylamino)ethyl]pent-2-enamide